(±)-9-(1-(3,5-difluorophenylamino)ethyl)-7-methyl-2-morpholin-4-yl-pyrido[1,2-a]pyrimidin-4-one FC=1C=C(C=C(C1)F)N[C@H](C)C1=CC(=CN2C1=NC(=CC2=O)N2CCOCC2)C |r|